4-((3-(1-cyclopropyl-3-methoxy-3-oxopropyl)phenoxy)methyl)piperidine-1-carboxylic acid tert-butyl ester C(C)(C)(C)OC(=O)N1CCC(CC1)COC1=CC(=CC=C1)C(CC(=O)OC)C1CC1